(2R,5R)-tert-Butyl 5-(hydroxymethyl)-4-(2-(4-(6-methoxy-1-methyl-1H-indole-2-carbonyl)piperazin-1-yl)-2-oxoethyl)-2-methylpiperazine-1-carboxylate OC[C@@H]1N(C[C@H](N(C1)C(=O)OC(C)(C)C)C)CC(=O)N1CCN(CC1)C(=O)C=1N(C2=CC(=CC=C2C1)OC)C